7-Bromo-2-(1-(tert-butoxycarbonyl)-1,2,5,6-tetrahydropyridin-3-yl)-4-fluoro-1H-indole BrC=1C=CC(=C2C=C(NC12)C=1CN(CCC1)C(=O)OC(C)(C)C)F